aminopiperidine bis(trifluoromethanesulfonyl)imide salt [N-](S(=O)(=O)C(F)(F)F)S(=O)(=O)C(F)(F)F.NN1CCCCC1